NC1CCN(CC1)S(=O)(=O)C1=CC=C(OC2CN(C2)CC=2C=C3C(N(C(C3=CC2)=O)C2C(NC(CC2)=O)=O)=O)C=C1 5-((3-(4-((4-aminopiperidin-1-yl)sulfonyl)phenoxy)azetidin-1-yl)methyl)-2-(2,6-dioxo-piperidin-3-yl)isoindoline-1,3-dione